(4-methoxybenzyloxy)-2,6-dimethylaniline COC1=CC=C(CONC2=C(C=CC=C2C)C)C=C1